ClC=1C=C2C=NC(=NC2=CC1I)NC=1C=NN(C1C)CC 6-chloro-N-(1-ethyl-5-methyl-1H-pyrazol-4-yl)-7-iodoquinazolin-2-amine